C(C)C1OCC(CO1)C(=O)O 2-ethyl-1,3-dioxane-5-carboxylic acid